NC([C@H](C[C@H]1C(NC2=C(O1)C=CC(=C2)Cl)=O)NC(OC(C)(C)C)=O)=O tert-butyl ((S)-1-amino-3-((S)-6-chloro-3-oxo-3,4-dihydro-2H-benzo[b][1,4]oxazin-2-yl)-1-oxopropan-2-yl)carbamate